C(C)C=1C=NC=CC1CN1CC2(C1)CN(C2)S(=O)(=O)C=2C(=NC(=CC2)C(F)(F)F)C 2-((3-ethylpyridin-4-yl)methyl)-6-((2-methyl-6-(trifluoromethyl)pyridin-3-yl)sulfonyl)-2,6-diazaspiro[3.3]heptane